tetramethallyl-oxyethane C(C(C)=C)OCC(OCC(C)=C)(OCC(C)=C)OCC(C)=C